(9S)-1-(allyloxy)-9-ethyl-5-fluoro-9-hydroxy-4-methyl-2,3,12,15-tetrahydro-benzo[de]pyrano[3',4':6,7]indolizino[1,2-b]quinoline-10,13(1H,9H)-dione C(C=C)OC1CCC=2C=3C1=C1C(=NC3C=C(C2C)F)C2=CC3=C(C(N2C1)=O)COC([C@]3(O)CC)=O